2-[2-[[2-[4-[6-(dimethylamino)pyridin-3-yl]phenyl]-1,3-benzothiazol-6-yl]-[(2-methylpropan-2-yl)oxycarbonyl]amino]ethoxy]ethyl 4-methylbenzenesulfonate CC1=CC=C(C=C1)S(=O)(=O)OCCOCCN(C(=O)OC(C)(C)C)C1=CC2=C(N=C(S2)C2=CC=C(C=C2)C=2C=NC(=CC2)N(C)C)C=C1